N'-(2-methoxyphenyl)-2-pyridinecarbohydrazide COC1=C(C=CC=C1)NNC(=O)C1=NC=CC=C1